Trans-5-nitro-1-((3-(trifluoromethyl)phenyl)amino)-2,3-dihydro-1H-inden-2-ol [N+](=O)([O-])C=1C=C2C[C@H]([C@@H](C2=CC1)NC1=CC(=CC=C1)C(F)(F)F)O